O(C1=CC=CC=C1)C1=NC=NC=C1 4-phenoxypyrimidin